C(C[C@@H](C(=O)[O-])[NH3+])CNC(=O)N The molecule is zwitterionic form of L-citrulline having an anionic carboxy group and a protonated amino group; major species at pH 7.3. It has a role as a human metabolite, an Escherichia coli metabolite, a plant metabolite and a Daphnia magna metabolite. It is a tautomer of a L-citrulline.